FC1=C(C(=O)NC(C)(CC(C)(C)C)C)C=C(C(=C1)F)C1=C(C=C(C(=C1)NC(C1=C(C=C(C=C1)F)C(F)(F)F)=O)N1C[C@H](N(CC1)C)C)F 2,4-difluoro-5-[2-fluoro-5-[[4-fluoro-2-(trifluoromethyl)benzoyl]amino]-4-[(3R)-3,4-dimethylpiperazin-1-yl]phenyl]-N-(2,4,4-trimethylpentan-2-yl)benzamide